(S)-1-(4-((4-(4-((2-(1-hydroxyethyl)-1H-imidazol-1-yl)methyl)oxazol-2-yl)phenyl)ethynyl)benzyl)piperidin-4-carboxylic acid O[C@@H](C)C=1N(C=CN1)CC=1N=C(OC1)C1=CC=C(C=C1)C#CC1=CC=C(CN2CCC(CC2)C(=O)O)C=C1